C(\C=C\C=C/CCCC)=O 2E,4Z-nonadienal